Benzyl ((S)-6-amino-6-oxo-5-((S)-2-((2S,4R)-1-(palmitoyl-L-alanyl)-4-(pyridin-4-yloxy)pyrrolidine-2-carboxamido)propanamido)hexyl)carbamate NC([C@H](CCCCNC(OCC1=CC=CC=C1)=O)NC([C@H](C)NC(=O)[C@H]1N(C[C@@H](C1)OC1=CC=NC=C1)C([C@@H](NC(CCCCCCCCCCCCCCC)=O)C)=O)=O)=O